(3aS,8aS)-3-(mesitylsulfonyl)-3,3a,8,8a-tetrahydroindeno[1,2-d][1,2,3]oxathiazole-2-oxide C1(=C(C(=CC(=C1)C)C)S(=O)(=O)N1S(O[C@@H]2[C@@H]1C=1C=CC=CC1C2)=O)C